5,6-dichloro-7-cyano-8-hydroxyquinoline ClC1=C2C=CC=NC2=C(C(=C1Cl)C#N)O